C(#C)C1=CC=C(CN2CCN(CC2)C(=O)OC(C)(C)C)C=C1 tert-Butyl 4-(4-ethynylbenzyl)piperazine-1-carboxylate